N-(6-(4-(hydroxymethyl)-1H-pyrazol-3-yl)imidazo[1,2-a]pyridin-2-yl)cyclopropanecarboxamide OCC=1C(=NNC1)C=1C=CC=2N(C1)C=C(N2)NC(=O)C2CC2